4-tert-butyl-N-vinylbenzamide C(C)(C)(C)C1=CC=C(C(=O)NC=C)C=C1